tert-Butyl [(1S,3R)-3-(aminomethyl)-2,2-dimethylcyclobutyl]carbamate NC[C@H]1C([C@H](C1)NC(OC(C)(C)C)=O)(C)C